1-isopropyl-3-(4-fluorophenyl)-N-[3-fluoro-4-((5-(4-methoxyphenyl)pyrazolo[1,5-a]pyrimidin-7-yl)oxy)phenyl]-2,4-dioxo-1,2,3,4-tetrahydropyrimidine-5-carboxamide C(C)(C)N1C(N(C(C(=C1)C(=O)NC1=CC(=C(C=C1)OC1=CC(=NC=2N1N=CC2)C2=CC=C(C=C2)OC)F)=O)C2=CC=C(C=C2)F)=O